The molecule is a trimethoxyflavone that is flavone substituted by methoxy groups at positions 6, 7 and 8 and hydroxy groups at positions 5 and 4'. It has a role as an antineoplastic agent and a plant metabolite. It is a trimethoxyflavone and a dihydroxyflavone. It derives from a flavone. COC1=C(C(=C2C(=C1O)C(=O)C=C(O2)C3=CC=C(C=C3)O)OC)OC